(R)- or (S)-5-[1-(2-Chloro-6-fluorophenyl)-piperidin-4-yl]-4-methyl-7-(2-trifluoromethyl-benzyl)-2,4,5,7-tetrahydro-pyrazolo[3,4-d]pyrimidin-6-one ClC1=C(C(=CC=C1)F)N1CCC(CC1)N1C(N(C=2C([C@H]1C)=CNN2)CC2=C(C=CC=C2)C(F)(F)F)=O |o1:19|